bis-[2-(trimethoxysilyl)propyl]hexamethylenediamine CO[Si](C(CNCCCCCCNCC(C)[Si](OC)(OC)OC)C)(OC)OC